4-(5-chloro-2-ethynyl-phenyl)-N-[5-[(4-cyanophenyl)methoxy]-1,3,4-thiadiazol-2-yl]-6-methyl-pyridine-3-carboxamide ClC=1C=CC(=C(C1)C1=C(C=NC(=C1)C)C(=O)NC=1SC(=NN1)OCC1=CC=C(C=C1)C#N)C#C